bis[2-(acryloyloxy)ethyl] hydrogen phosphate P(=O)(OCCOC(C=C)=O)(OCCOC(C=C)=O)O